C1(=CC=CC=C1)C=1C=C(C=CC1C(F)(F)F)C=C1CCN(CC1)C(=O)OC(C)(C)C tert-Butyl 4-[[3-phenyl-4-(trifluoromethyl)phenyl]methylene]piperidine-1-carboxylate